ClC=1C=C(CC=2OC(=C(N2)C2=CC=C(OCC3=NC=C(C(=O)N4C[C@@H](OCC4)C(=O)O)C=C3)C=C2)C)C=CC1 (R)-4-(6-((4-(2-(3-Chlorobenzyl)-5-methyloxazol-4-yl)phenoxy)methyl)nicotinoyl)morpholine-2-carboxylic acid